FC1=C(C(=O)O)C(=CC=C1)N/N=C/C=O (E)-2-fluoro-6-(2-(2-oxoethylidene)hydrazino)benzoic acid